rac-[(5S,7S)-2-bromo-5-(3-chloropyridin-2-yl)-6,7-dihydro-5H-pyrrolo[1,2-b][1,2,4]triazol-7-yl] 2,2-dimethylpropanoate CC(C(=O)O[C@H]1C[C@H](N2N=C(N=C21)Br)C2=NC=CC=C2Cl)(C)C |r|